(S)-6-bromo-7-chloro-1-ethyl-2,3-dihydro-1H-benzo[d]pyrrolo[1,2-a]imidazole BrC=1C(=CC2=C(N=C3N2[C@H](CC3)CC)C1)Cl